2-(2-((5-bromo-2-ethylbenzofuran-3-yl)methoxy)-4-methylphenyl)acetic acid ethyl ester C(C)OC(CC1=C(C=C(C=C1)C)OCC1=C(OC2=C1C=C(C=C2)Br)CC)=O